Methyl (trans)-2-((3-(5,7-dimethoxythiazolo[4,5-b]pyridin-6-yl)-1-((2-(trimethylsilyl)ethoxy)methyl)-1H-pyrrolo[2,3-b]pyridin-6-yl)carbamoyl)cyclopropane-1-carboxylate COC1=C(C(=C2C(=N1)N=CS2)OC)C2=CN(C1=NC(=CC=C12)NC(=O)[C@H]1[C@@H](C1)C(=O)OC)COCC[Si](C)(C)C